1-bromo-8-chloro-N,N-bis(4-methoxybenzyl)isoquinolin-3-amine BrC1=NC(=CC2=CC=CC(=C12)Cl)N(CC1=CC=C(C=C1)OC)CC1=CC=C(C=C1)OC